N-[(1S)-1-[3-[7,7-difluoro-2-[(2S)-2-methylazetidin-1-yl]-5,6-dihydrocyclopenta[d]pyrimidin-4-yl]phenyl]ethyl]methanesulfonamide FC1(CCC2=C1N=C(N=C2C=2C=C(C=CC2)[C@H](C)NS(=O)(=O)C)N2[C@H](CC2)C)F